N-(2-Chloro-3-{(4S)-2-imino-4-methyl-1-[(2R*,4R*)-2-methyl-tetrahydropyran-4-yl]-6-oxo-hexahydropyrimidin-4-yl}phenyl)-3-cyano-2-methoxybenzamide hydrochloride Cl.ClC1=C(C=CC=C1[C@]1(NC(N(C(C1)=O)[C@H]1C[C@H](OCC1)C)=N)C)NC(C1=C(C(=CC=C1)C#N)OC)=O |o1:15,17|